C(C1=CC=CC=C1)NC(CO)C 2-(benzylamino)propan-1-ol